2-((4-(5-fluoro-2-(3-fluoro-4-(2-methoxyethoxy)phenylamino)pyrimidin-4-ylamino)phenyl)(hydroxy)methyl)acrylonitrile FC=1C(=NC(=NC1)NC1=CC(=C(C=C1)OCCOC)F)NC1=CC=C(C=C1)C(C(C#N)=C)O